((2,6-Dimethylpyrimidin-4-yl)amino)-N-ethoxy-4-((4-fluoro-2-(N-methylcyclopropanesulfonamido)phenyl)amino)nicotinamide CC1=NC(=CC(=N1)NC1=C(C(=O)NOCC)C(=CC=N1)NC1=C(C=C(C=C1)F)N(S(=O)(=O)C1CC1)C)C